(S)-5-fluoro-3-(((R)-1-methylpyrrolidin-2-yl)methyl)indoline FC=1C=C2[C@@H](CNC2=CC1)C[C@@H]1N(CCC1)C